S(=O)(=O)(O)O.NC1=NC(=NN1)C(=O)OC methyl 5-amino-1H-1,2,4-triazole-3-carboxylate hydrogen sulfate